C(#N)C=1C=C(C=NC1N1N=CC=N1)NC(=O)C=1C=NN(C1C(F)(F)F)C1=CC=CC2=C1N=C(S2)C N-(5-cyano-6-(2H-1,2,3-triazol-2-yl)pyridin-3-yl)-1-(2-methylbenzo[d]thiazol-4-yl)-5-(trifluoromethyl)-1H-pyrazole-4-carboxamide